5-bromo-N-(2,4-difluorophenyl)-2-(dimethylamino)-N-methylnicotinamide BrC=1C=NC(=C(C(=O)N(C)C2=C(C=C(C=C2)F)F)C1)N(C)C